N-(4-(1H-pyrazol-1-yl)phenyl)-N-((5-(5-(difluoromethyl)-1,3,4-oxadiazol-2-yl)thiazol-2-yl)methyl)ethanesulfonamide N1(N=CC=C1)C1=CC=C(C=C1)N(S(=O)(=O)CC)CC=1SC(=CN1)C=1OC(=NN1)C(F)F